1-(4-(2-((4,4-difluorocyclohexyl)amino)-6-(6-methylpyridin-2-yl)pyrimidin-4-yl)piperazin-1-yl)ethan-1-one FC1(CCC(CC1)NC1=NC(=CC(=N1)N1CCN(CC1)C(C)=O)C1=NC(=CC=C1)C)F